1-(4-{[2-(4-chlorobenzyl)-8-methyl-4,5-dihydro-2H-furo[2,3-g]indazol-7-yl]carbonyl}piperazin-1-yl)ethanone ClC1=CC=C(CN2N=C3C4=C(CCC3=C2)OC(=C4C)C(=O)N4CCN(CC4)C(C)=O)C=C1